(R)-1-(4-methoxy-4-(4-((1-(2-methyl-3-(trifluoromethyl)phenyl)ethyl)amino)quinolin-6-yl)piperidin-1-yl)ethan-1-one COC1(CCN(CC1)C(C)=O)C=1C=C2C(=CC=NC2=CC1)N[C@H](C)C1=C(C(=CC=C1)C(F)(F)F)C